C(C)(=O)O[C@H]1[C@H](SC2=CC=CC=C2)O[C@@H]([C@@H]([C@@]1(O)N=[N+]=[N-])OC(C)=O)CO phenyl 2,4-di-O-acetyl-3-azido-1-thio-β-D-galactopyranoside